O=C1N(CC2=C1SC(=C2)C2NCCCC2)C2C(NC(CC2)=O)=O 3-(6-oxo-2-(piperidin-2-yl)-4,6-dihydro-5H-thieno[2,3-c]pyrrol-5-yl)piperidine-2,6-dione